FC=1C=C2[C@@](C(NC2=CC1)=O)(C1=CC=CC=C1)C1=CC2=CC=CC=C2C=C1 (R)-5-fluoro-3-(naphthalen-2-yl)-3-phenylindolin-2-one